FC1(C(CN(CC1)C1=CC=C(C(=C1C(=O)N)C)C(F)(F)F)C)F 6-(4,4-difluoro-3-methylpiperidin-1-yl)-2-methyl-3-(trifluoromethyl)benzamide